N-(2-aminoethyl)-3-aminopropanesulfonic acid ammonium salt [NH4+].NCCNCCCS(=O)(=O)[O-]